ClC1=CC=C(C(=N1)C1=NN=CN1C)N 6-chloro-2-(4-methyl-4H-1,2,4-triazol-3-yl)pyridin-3-amine